IC1=CN=NN1CC(=O)OCC ethyl 2-(5-iodo-1H-1,2,3-triazol-1-yl)acetate